(3S)-7-(benzylsulfanyl)-5-chloro-2,3-dihydro-1-benzofuran-3-ol C(C1=CC=CC=C1)SC1=CC(=CC=2[C@@H](COC21)O)Cl